(benzyloxy)-N-(2,4-difluorobenzyl)-2-(difluoromethyl)-5-methyl-7,9-dioxo-2,3,4,5,7,9-hexahydro-1,6-methanopyrido[1,2-b][1,2,5]triazonine-10-carboxamide C(C1=CC=CC=C1)OC1(CCC(N2C(C=3N(N1C2)C=C(C(C3)=O)C(=O)NCC3=C(C=C(C=C3)F)F)=O)C)C(F)F